aminopentanolide NC1C(=O)OCCC1